C(C1=CC=CC=C1)OC(=O)NC1CCN(CC1)CC(=O)O 2-[4-(benzyloxycarbonylamino)-1-piperidyl]acetic acid